ClC1=C(C=CC=C1)N=[N+]=[N-] 2-chlorophenyl azide